C1=CC=CC=2C3=CC=CC=C3C(C12)COC(=O)N(CC(=O)O)CC=1N=CN(C1)C 2-({[(9H-fluoren-9-yl)methoxy]carbonyl}[(1-methyl-1H-imidazol-4-yl)methyl]amino)acetic acid